C1(=CC=CC=C1)N[C@H]1[C@H](O)[C@@H](O)[C@H](O)[C@H](O1)C(=O)O (phenylamino)-1-deoxy-β-D-glucopyranuronic acid